C(C1=CC=CC=C1)N1C(NSC1=O)=O 4-benzyl-1,2,4-thiadiazole-3,5-dione